(2-(trimethylsilyl)ethoxy methyl)-1H-imidazole-4-carboxylate C[Si](CCOCOC(=O)C=1N=CNC1)(C)C